Cl.Cl.N[C@H](CC1=C(C=2N=C(N=C(C2S1)NCC=1OC=CC1)Cl)C)CCF (S)-6-(2-amino-4-fluorobutyl)-2-chloro-N-(furan-2-ylmethyl)-7-methylthieno[3,2-d]pyrimidin-4-amine dihydrochloride